(S)-4-(4-acryloyl-3-(cyanomethyl)piperazin-1-yl)-7-(8-methylnaphthalen-1-yl)-N-(2-(piperazin-1-yl)phenyl)-5,6,7,8-tetrahydro-1,7-naphthyridine-2-carboxamide C(C=C)(=O)N1[C@H](CN(CC1)C1=CC(=NC=2CN(CCC12)C1=CC=CC2=CC=CC(=C12)C)C(=O)NC1=C(C=CC=C1)N1CCNCC1)CC#N